O=C1NC(CCC1N1C(C2=CC=CC(=C2C1=O)OCC=1N=NN(C1)CCOCCOCCOCCOCCOCCC(=O)O)=O)=O 1-(4-(((2-(2,6-dioxopiperidin-3-yl)-1,3-dioxoisoindolin-4-yl)oxy)methyl)-1H-1,2,3-triazol-1-yl)-3,6,9,12,15-pentaoxaoctadecan-18-oic acid